C1(CC1)C1=NC(=C2N1CCN(C2)C(=O)NC)C2=CN=CC1=CC(=C(C=C21)C(F)F)C=2C=NN(C2)C 3-cyclopropyl-1-(6-(difluoromethyl)-7-(1-methyl-1H-pyrazol-4-yl)isoquinolin-4-yl)-N-methyl-5,6-dihydroimidazo[1,5-a]pyrazine-7(8H)-carboxamide